N-methyl-(methyl)acrylamide CNC(C(=C)C)=O